NC1CS(C2=C1C=CC(=C2)C=2C1=C(N=C(N2)N2[C@H]([C@@H](C2)O)C)C(CC1)(F)F)(=O)=O (2S,3R)-1-[4-(3-amino-1,1-dioxo-2,3-dihydrobenzothiophen-6-yl)-7,7-difluoro-5,6-dihydrocyclopenta[d]pyrimidin-2-yl]-2-methyl-azetidin-3-ol